COC1=CC=C(C=N1)CN1C2(CC2)CN(CC1)C1=CC=C(C=N1)C1=NC2=CC=CC=C2C(=N1)NC1=NNC(=C1)C 2-(6-(4-((6-methoxypyridin-3-yl)methyl)-4,7-diazaspiro[2.5]octan-7-yl)pyridin-3-yl)-N-(5-meth-yl-1H-pyrazol-3-yl)quinazolin-4-amine